methylfolate calcium salt [Ca].COC(CC[C@@H](C(=O)O)NC(=O)C1=CC=C(NCC2=CN=C3N=C(N)NC(=O)C3=N2)C=C1)=O